(S)-6-(4-(4H-1,2,4-triazol-3-yl)phenyl)-4-((tetrahydrofuran-2-yl)methyl)-3,4-dihydropyrazino[2,3-b]pyrazin-2(1H)-one N=1N=C(NC1)C1=CC=C(C=C1)C=1N=C2C(=NC1)NC(CN2C[C@H]2OCCC2)=O